5-Azetidin-1-yl-7,8-dihydro-6H-2,3,4,7,8b-pentaaza-as-indacene hydrochloride Cl.N1(CCC1)C1=NC2=NN=CN2C=2CNCC12